Naphtho[1',2':4,5]furo[3,2-d]pyrimidin-8(9H)-one C1=CC=CC=2C=CC3=C(C=4N=CNC(C4O3)=O)C12